C(C)OC(=O)C1CC(CCC1)C(=O)OCC.C(C)NC(=O)[C@H]1O[C@H]([C@@H]([C@@H]1O)O)N1C2=NC(=NC(=C2N=C1)NC)C=1SC(=CC1)C (2s,3s,4r,5r)-N-ethyl-3,4-dihydroxy-5-(6-(methylamino)-2-(5-methylthiophene-2-yl)-9H-purin-9-yl)tetrahydrofuran-2-carboxamide diethyl-1,3-cyclohexanedicarboxylate